OC(COC1=C(C=C(C=C1)NC1=NC=C(C(=N1)NC=1C=C(C=CC1)NC(C=C)=O)F)F)CO N-(3-(2-(4-(2,3-dihydroxypropoxy)-3-fluorophenylamino)-5-fluoropyrimidin-4-ylamino)phenyl)acrylamide